CN1C(C(=CC(=C1)C=C)C(=O)NC=1C(=C(C=CC1)C1=CC=CC=C1)C)=O 1-methyl-N-(2-methylbiphenyl-3-yl)-2-oxo-5-vinyl-1,2-dihydropyridine-3-carboxamide